ClC1=C(C(=O)O)C=CC(=C1COCC1OCCC1)S(=O)(=O)C 2-chloro-3-{[(tetrahydrofuran-2-yl)methoxy]methyl}-4-methanesulfonyl-benzoic acid